CN(S(=O)(=O)C=1C=C2C(CNC2=CC1)C)C N,N,3-trimethylindoline-5-sulfonamide